N-(5-((4-chlorobenzyl)oxy)-1,3,4-thiadiazol-2-yl)-2-(2-methyl-3-oxopiperazin-1-yl)nicotinamide ClC1=CC=C(COC2=NN=C(S2)NC(C2=C(N=CC=C2)N2C(C(NCC2)=O)C)=O)C=C1